tert-butyl N-[trans-4-[[4-amino-7-[(E)-3-hydroxy-1-methyl-prop-1-enyl]-5,5-dimethyl-6H-benzo[h]quinazolin-8-yl]oxy]cyclohexyl]carbamate NC1=NC=NC=2C3=C(CC(C12)(C)C)C(=C(C=C3)O[C@@H]3CC[C@H](CC3)NC(OC(C)(C)C)=O)\C(=C\CO)\C